C(CCCC)C1CCC(O1)=O 5-amyl-dihydrofuran-2(3H)-one